N[C@@H]1[C@@H](OCC12CCN(CC2)C2=NC=C(NC2=O)SC2=C1C(C(N(C1=CC=C2)C)=O)(F)F)C 4-((5-((3S,4S)-4-Amino-3-methyl-2-oxa-8-azaspiro[4.5]-decan-8-yl)-6-oxo-1,6-dihydropyrazin-2-yl)thio)-3,3-difluoro-1-methylindolin-2-on